C(C=C)(=O)OCC(OC(C=C)=O)COC(C=C)=O glycerol tri-acrylate